C1(=CC=C(C=C1)CN1C(C=CC1=O)=O)CN1C(C=CC1=O)=O N,N'-p-xylylenebismaleimide